C(C=C(C)CCC=C(C)CCC=C(C)C)SSCC=C(C)CCC=C(C)CCC=C(C)C difarnesyl disulfide